FC(C(C(C(F)(F)F)(C(F)(F)F)OC=C(C(F)(F)F)F)(F)F)(F)F 1,1,1,2,2,4,4,4-octafluoro-3-(2,3,3,3-tetrafluoroprop-1-enoxy)-3-(trifluoromethyl)butane